N-methyl-3-[[4-(oxetan-3-yloxy)-5-(trifluoromethyl)pyrimidin-2-yl]amino]cyclohexanecarboxamide CNC(=O)C1CC(CCC1)NC1=NC=C(C(=N1)OC1COC1)C(F)(F)F